C[Si](CCOCN1N=C(N=C1)C(=O)[O-])(C)C 1-((2-(trimethylsilyl) ethoxy)-methyl)-1H-1,2,4-triazole-3-carboxylate